5-[2-([1,4]Dioxan-2-ylmethoxy)-4-oxo-6,7-dihydro-4H-pyrimido[6,1-a]isoquinolin-9-yl]-pent-4-ynenitrile O1C(COCC1)COC1=NC(N2C(C3=CC=C(C=C3CC2)C#CCCC#N)=C1)=O